FC(OC1(CC=CC=C1)NC(=O)NC1CCN(CC1)C(C)=O)(F)F 1-trifluoromethoxy-phenyl-3-(1-acetyl-piperidin-4-yl)urea